OC1=CC(=CC(=N1)C=1OC2=C(N1)C=C(C=C2)C(=O)O)C(F)(F)F 2-(6-Hydroxy-4-(trifluoromethyl)pyridin-2-yl)benzo[d]oxazole-5-carboxylic acid